4-[4-(6-hydroxyhexoxy)phenyl]benzonitrile OCCCCCCOC1=CC=C(C=C1)C1=CC=C(C#N)C=C1